(3-{[2-(5-Chloropyridin-2-yl)imidazo[1,2-a]pyridin-3-yl]methyl}-3,8-diazabicyclo[3.2.1]oct-8-yl)(cyclopentyl)methanone ClC=1C=CC(=NC1)C=1N=C2N(C=CC=C2)C1CN1CC2CCC(C1)N2C(=O)C2CCCC2